ClC1=C(C(=O)N[C@@H](CC2=CC=CC=C2)C(=O)N[C@@H](CC(C)C)C(=O)O)C=C(C=C1)Cl (2,5-dichlorobenzoyl)-L-phenylalanyl-L-leucine